ClC(C)CCCCCCCC 2-Chlorodecan